[F-].[F-].CC1=C(C(=C(C1([Ti+3])C)C)C)C.CC1=C(C(=C(C1([Ti+3])C)C)C)C bispentamethylcyclopentadienyltitanium difluoride